methoxy-1-hexyl-1-propanesulfonate COC(CC)(S(=O)(=O)[O-])CCCCCC